[Ru+3].C(CCCCC)=N hexaanimine ruthenium (III)